6-(2-(((1s,4s)-4-ethyl-4-hydroxycyclohexyl)amino)-4-methoxypyrrolo[2,1-f][1,2,4]triazin-5-yl)-8-fluoro-N-methylimidazo[1,2-a]pyridine-3-carboxamide C(C)C1(CCC(CC1)NC1=NN2C(C(=N1)OC)=C(C=C2)C=2C=C(C=1N(C2)C(=CN1)C(=O)NC)F)O